(1R,3S)-1-(5-bromo-2-chloro-4-fluorobenzyl)-3-(methylsulfonamido)cyclopentane-1-carboxamide BrC=1C(=CC(=C(C[C@]2(C[C@H](CC2)NS(=O)(=O)C)C(=O)N)C1)Cl)F